2-(2-fluoro-4-nitrophenyl)-2-methylpropan-1,3-diol FC1=C(C=CC(=C1)[N+](=O)[O-])C(CO)(CO)C